N-[(1-benzyl-azetidin-3-yl)methyl]-6-(4-fluorophenyl)-8-methoxy-quinazolin-4-amine C(C1=CC=CC=C1)N1CC(C1)CNC1=NC=NC2=C(C=C(C=C12)C1=CC=C(C=C1)F)OC